ClC=1C=C2C=NC(N3C2=C(C1C1=C(C=C(C=C1)F)F)OCC3COC3CCN(CC3)C)=O 9-chloro-10-(2,4-difluorophenyl)-3-(((1-methylpiperidin-4-yl)oxy)methyl)-2,3-dihydro-5H-[1,4]oxazino[2,3,4-ij]quinazolin-5-one